BrC1=C(C(=O)N(C(OC(C)(C)C)=O)CC(=C)C)C=CC(=C1)[N+](=O)[O-] tert-butyl N-(2-bromo-4-nitro-benzoyl)-N-(2-methylallyl)carbamate